BrC1=C(C=CC(=C1)C#N)C[C@H](C(=O)OC(C)(C)C)[C@@H]1CN(CC1)C(=O)OC(C)(C)C tert-Butyl (3R)-3-[(1S)-1-[(2-bromo-4-cyano-phenyl)methyl]-2-tert-butoxy-2-oxo-ethyl]pyrrolidine-1-carboxylate